2-((S)-4-(7-(8-methylnaphthalen-1-yl)-2-(1-((S)-1-methylpyrrolidin-2-yl)cyclopropoxy)-5,6,7,8-tetrahydropyrido[3,4-d]pyrimidin-4-yl)piperazin-2-yl)acetonitrile CC=1C=CC=C2C=CC=C(C12)N1CC=2N=C(N=C(C2CC1)N1C[C@@H](NCC1)CC#N)OC1(CC1)[C@H]1N(CCC1)C